(3,5-dichloro-4-hydroxyphenyl)(spiro[benzo[b][1,4]thiazine-2,1'-cyclopropane]-4(3H)-yl)methanone ClC=1C=C(C=C(C1O)Cl)C(=O)N1C2=C(SC3(CC3)C1)C=CC=C2